5-[4-[(3S)-1-(3-fluoropropyl)pyrrolidin-3-yl]oxyphenyl]-6-[3-methyl-4-(trifluoro-methoxy)phenyl]-8,9-dihydro-7H-benzo[7]annulen-2-ol FCCCN1C[C@H](CC1)OC1=CC=C(C=C1)C1=C(CCCC2=C1C=CC(=C2)O)C2=CC(=C(C=C2)OC(F)(F)F)C